(S)-4-(6-(1-amino-1,3-dihydrospiro[indene-2,4'-piperidine]-1'-yl)-2H-pyrazolo[3,4-d]pyrimidin-2-yl)-3,5-dichlorobenzonitrile N[C@@H]1C2=CC=CC=C2CC12CCN(CC2)C=2N=CC=1C(N2)=NN(C1)C1=C(C=C(C#N)C=C1Cl)Cl